N,N'-bis(2-hydroxylethyl) ethylenediamine (3R,4R) and (3S,4S)-tert-butyl 4-(2-amino-6-methylquinazolin-7-yl)-3-fluoropiperidine-1-carboxylate NC1=NC2=CC(=C(C=C2C=N1)C)[C@@H]1[C@H](CN(CC1)C(=O)OC(C)(C)C)F.OCCNCCNCCO |r|